ClC=1C=C2CC(N(C2=CC1)CC(=O)NCC(C1=CC=CC=C1)O)=O 2-(5-chloro-2-oxo-2,3-dihydro-1H-indol-1-yl)-N-(2-hydroxy-2-phenylethyl)acetamide